3-amyl-octyl-[N-(decyloxy)-4-(dimethylamino)butyramide] C(CCCC)C(CCC(C(=O)NOCCCCCCCCCC)CCN(C)C)CCCCC